2,2-dioleoyl-4-(2-dimethylaminoethyl)-[1,3]-dioxolane C(CCCCCCC\C=C/CCCCCCCC)(=O)C1(OCC(O1)CCN(C)C)C(CCCCCCC\C=C/CCCCCCCC)=O